C(C)N1N=C(C(=C1)C1=NC(=NC=C1)S(=O)(=O)C)C=1C=NC=CC1 4-(1-Ethyl-3-(pyridin-3-yl)-1H-pyrazol-4-yl)-2-(methylsulfonyl)pyrimidine